C(C)(C)(C)OC(N[C@H]1CNCC1)=O (R)-pyrrolidin-3-ylcarbamic acid tert-butyl ester